beta-linalool CC(=CCCC(C)(C=C)O)C